carbon glutamic acid N[C@@H](CCC(=O)O)C(=O)O.[C]